3-((S)-1-(8-amino-1-methylimidazo[1,5-a]pyrazin-3-yl)ethyl)-5-chloro-6-fluoro-N-((1R,4S)-4-hydroxy-1-methylcyclohexyl)-2-isopropoxybenzamide NC=1C=2N(C=CN1)C(=NC2C)[C@@H](C)C=2C(=C(C(=O)NC1(CCC(CC1)O)C)C(=C(C2)Cl)F)OC(C)C